2-[4-[4-(2,6-dioxo-3-piperidyl)phenyl]-1-piperidyl]acetic acid TFA salt OC(=O)C(F)(F)F.O=C1NC(CCC1C1=CC=C(C=C1)C1CCN(CC1)CC(=O)O)=O